N[C@H](C(=O)O[C@@H]1[C@H](O[C@]([C@@H]1O)(C1=CC=C2C(=NC=NN21)NC(=O)NC(C)C)C#N)COC(CC2CCCCC2)=O)C(C)(C)C (2R,3S,4R,5R)-5-cyano-2-((2-cyclohexylacetoxy)methyl)-4-hydroxy-5-(4-(3-isopropylureido)pyrrolo[2,1-f][1,2,4]triazin-7-yl)tetrahydrofuran-3-yl (S)-2-amino-3,3-dimethylbutanoate